BrC1=C(C=C2CCN3C(C2=C1)=C(N=C3C(=O)N3[C@](CCC3)(C(=O)N)C)CC(C)C)OC (R)-1-(9-bromo-1-isobutyl-8-methoxy-5,6-dihydroimidazo[5,1-a]isoquinoline-3-carbonyl)-2-methylpyrrolidine-2-carboxamide